8-(ethyl(4-methoxyphenyl)amino)-5-methyl-6-oxo-5,6-dihydro-1,5-naphthyridine-2-carbonitrile C(C)N(C1=CC(N(C=2C=CC(=NC12)C#N)C)=O)C1=CC=C(C=C1)OC